dipiperidine HCl Cl.N1CCCCC1.N1CCCCC1